(3-bromo-4-aminophenoxy)tetrahydro-2H-pyran BrC=1C=C(OC2OCCCC2)C=CC1N